C(C(C)C)(=O)O[C@H]1[C@H](CC[C@H](C1)C)C(C)C |&1:7| (1R,2RS,5R)-2-isopropyl-5-methylcyclohexyl isobutyrate